ethyl 2-fluoro-3-((S)-2-((1-(4-methoxybenzyl)-6-oxo-5-(trifluoromethyl)-1,6-dihydropyridazin-4-yl)amino)propoxy)propionate FC(C(=O)OCC)COC[C@H](C)NC=1C=NN(C(C1C(F)(F)F)=O)CC1=CC=C(C=C1)OC